tert-butyl 4-(6-chlorobenzo[d][1,3]dioxol-5-yl)-3-((3-chloropropyl)amino)butanoate ClC=1C(=CC2=C(OCO2)C1)CC(CC(=O)OC(C)(C)C)NCCCCl